N-(3-((5-(4-bromo-3-fluorophenyl)-2-((1-(2-methoxyethyl)-1H-pyrazol-4-yl)amino)pyrimidin-4-yl)amino)-4-fluorophenyl)acrylamide BrC1=C(C=C(C=C1)C=1C(=NC(=NC1)NC=1C=NN(C1)CCOC)NC=1C=C(C=CC1F)NC(C=C)=O)F